1-(11Z-docosenoyl)-2-(9Z,12Z,15Z-octadecatrienoyl)-glycero-3-phosphoserine CCCCCCCCCC/C=C\CCCCCCCCCC(=O)OC[C@H](COP(=O)(O)OC[C@@H](C(=O)O)N)OC(=O)CCCCCCC/C=C\C/C=C\C/C=C\CC